NC=1N=C(SC1C(C1=CC=C(C=C1)OC(F)F)=O)N(C1=CC=C(C=C1)C(F)(F)F)C(C(=O)N)C 2-[N-[4-amino-5-[4-(difluoromethoxy)benzoyl]thiazol-2-yl]-4-(trifluoromethyl)anilino]propionamide